C1(CCCC1)N1C(C(N(C=2C=NC(=NC12)NC1=C(C=C(C(=O)NCCCCN2CCN(CC2)CC2CCN(CC2)C(=O)OC(C)(C)C)C=C1)OC)C)=O)CC tert-butyl 4-[[4-[4-[[4-[(8-cyclopentyl-7-ethyl-5-methyl-6-oxo-7H-pteridin-2-yl)amino]-3-methoxy-benzoyl]amino]butyl]piperazin-1-yl]methyl]piperidine-1-carboxylate